4,4'-dichloro-N-(5-chloro-6-(2H-1,2,3-triazol-2-yl)pyridin-3-yl)-6-(3-ethynylpyridin-4-yl)-[1,1'-biphenyl]-3-carboxamide ClC1=C(C=C(C(=C1)C1=C(C=NC=C1)C#C)C1=CC=C(C=C1)Cl)C(=O)NC=1C=NC(=C(C1)Cl)N1N=CC=N1